2-methylpropan-2-ol HCl salt Cl.CC(C)(C)O